ClC(=O)N1C(N(CC1)S(=O)(=O)CCNC(OC(C)(C)C)=O)=O tert-butyl (2-((3-(chlorocarbonyl)-2-oxoimidazolidin-1-yl)sulfonyl)ethyl)carbamate